C(C)(=O)N1CCC2=CC=CC(=C12)NS(=O)(=O)C1=CC=C(C=C1)C N-(1-acetyl-indoline-7-yl)-4-methyl-benzenesulfonamide